2-[1-[(tert-butyldiphenylsilyl)oxy]ethyl]pyridine-3-carboxylic acid [Si](C1=CC=CC=C1)(C1=CC=CC=C1)(C(C)(C)C)OC(C)C1=NC=CC=C1C(=O)O